S(OC1=CC=C(C=C1)OCC1=C(C=C(C=C1F)N1N=C(N=C1)C(N)=O)F)(=O)(=O)F 4-((4-(3-carbamoyl-1H-1,2,4-triazol-1-yl)-2,6-difluorobenzyl)oxy)phenyl sulfurofluoridate